O1C(=NC=2C=NC=CC21)N2CCC1(C(N3[C@H](O1)CC[C@H]3C3=CC=CC=C3)=O)CC2 (5'S,7a'R)-1-([1,3]oxazolo[4,5-c]pyridin-2-yl)-5'-phenyltetrahydro-3'H-spiro[piperidine-4,2'-pyrrolo[2,1-b][1,3]oxazol]-3'-one